(3S)-1-{5-tert-butyl-3-[(2-chlorophenyl)methyl]-3H-[1,2,3]triazolo[4,5-d]pyrimidin-7-yl}pyrrolidine-3-thiol C(C)(C)(C)C=1N=C(C2=C(N1)N(N=N2)CC2=C(C=CC=C2)Cl)N2C[C@H](CC2)S